ON([C@@](C)(C(=O)O)CC)O N,N-dihydroxyethyl-alanine